O=C(CCC(=O)[O-])OCC1(CCN(CC1)C(CCCCCNC(CCCCCNC(C(F)(F)F)=O)=O)=O)COC(C1=CC=C(C=C1)OC)(C1=CC=C(C=C1)OC)C1=CC=C(C=C1)OC.C(C)[NH+](CC)CC Triethylammonium 4-oxo-4-((1-(6-(6-(2,2,2-trifluoroacetamido)hexanamido)hexanoyl)-4-((tris(4-methoxyphenyl)methoxy)methyl)piperidin-4-yl)methoxy)butanoate